C1=CC=CC2=CC3=CC=CC=C3C(=C12)C=1C2=CC=CC=C2C=C2C=CC=CC12 9,9'-bianthracene